C(C1=CC=CC=C1)OC(=O)N1[C@H](C[C@@H](CC1)C1=NC=CC=C1)C1=CC=C(C=C1)C(=O)OC.NC(=O)N.[NH4+] |r| Ammonium Urea (±)-trans-benzyl-2-(4-(methoxycarbonyl)phenyl)-4-(pyridin-2-yl)piperidine-1-carboxylate